(2S,5R)-5-fluorocytosin-1-yl-[1,3]-oxathiolane FC=1C(=NC(N(C1)[C@H]1OCCS1)=O)N